N-((2-(6-((cis)-2,6-dimethylmorpholino)-5-iodopyridin-2-yl)-1,6-naphthyridin-7-yl)methyl)-4-methyl-3-(methylsulfonyl)benzamide C[C@@H]1O[C@@H](CN(C1)C1=C(C=CC(=N1)C1=NC2=CC(=NC=C2C=C1)CNC(C1=CC(=C(C=C1)C)S(=O)(=O)C)=O)I)C